ClC=1C(=CC2=C(N(C(O2)=O)C(C(=O)OCC(CO)(CO)N)C)C1)OC(C)C1=NC=CC=N1 2-amino-2-(hydroxymethyl)propane-1,3-diol 3-(5-chloro-2-oxo-6-(1-(pyrimidin-2-yl)ethoxy)benzo[d]oxazol-3(2H)-yl)propanoate